OC=1C=C(C=CC1)N1N=NC(=C1)CN1C2(C3=CC=CC=C3C(C1)O)CCCCC2 2'-((1-(3-hydroxyphenyl)-1H-1,2,3-triazol-4-yl)methyl)-3',4'-dihydro-2'H-spiro[cyclohexane-1,1'-isoquinolin]-4'-ol